P(=S)([S-])([O-])[O-].[Zn+2].P(=S)([S-])([O-])[O-].[Zn+2].[Zn+2] Zinc Dithiophosphate